C(C)(=O)N1[C@@H](CCC1)C(=O)O (S)-1-acetylpyrrolidine-2-carboxylic acid